5-fluoro-4-(4-methoxybenzyl)-2-(methylamino)-3-oxo-3,4-dihydroquinoxaline-6-carbaldehyde FC1=C2N(C(C(=NC2=CC=C1C=O)NC)=O)CC1=CC=C(C=C1)OC